N-Methyl-N-((1S)-2,2,2-trifluoro-1-(6-((4-(trifluoromethyl)-2,3-dihydro-1H-inden-2-yl)amino)pyridin-3-yl)ethyl)tetrahydro-2H-thiopyran-4-carboxamide 1,1-dioxide CN(C(=O)C1CCS(CC1)(=O)=O)[C@H](C(F)(F)F)C=1C=NC(=CC1)NC1CC2=CC=CC(=C2C1)C(F)(F)F